BrC=1N=C(N(C1)COCC[Si](C)(C)C)OC 4-bromo-2-methoxy-1-((2-(trimethylsilyl)ethoxy)methyl)-1H-imidazole